C(C)(=O)NC1=CC=C2CN(C(C2=C1)=O)C1=CC(=NC=C1)C(=O)O 4-(6-acetylamino-1-oxoisoindolin-2-yl)pyridinecarboxylic acid